Bis(5-((2-hexyldecanoyl)oxy)pentyl) 2-(((2-(dimethylamino)ethoxy)carbonyl)oxy)succinate CN(CCOC(=O)OC(C(=O)OCCCCCOC(C(CCCCCCCC)CCCCCC)=O)CC(=O)OCCCCCOC(C(CCCCCCCC)CCCCCC)=O)C